COC(CCC(=O)OC)=O dimethyl-succinate